(±)-tert-butyl 6,6-difluoro-3-oxo-8-azabicyclo[3.2.1]octane-8-carboxylate FC1(C2CC(CC(C1)N2C(=O)OC(C)(C)C)=O)F